ClC1=CC=C(C=C1)C(C(=O)O)O 2-(4-chlorophenyl)-2-hydroxyacetic acid